N1=CC(=CC=C1)C=1N=NNC1C(=O)O 4-(pyridin-3-yl)-1H-1,2,3-triazole-5-carboxylic acid